NC1=NC(=C(C=2N1N=C(N2)C(C2=CC=CC=C2)O)Br)C2=C(C#N)C=CC=C2 (5-amino-8-bromo-2-(hydroxy(phenyl)methyl)-[1,2,4]triazolo[1,5-c]pyrimidin-7-yl)benzonitrile